4-(1-((5-fluoropyridin-2-yl)methyl)-1H-1,2,3-triazol-4-yl)-N-(2-hydroxyethyl)benzenesulfonamide FC=1C=CC(=NC1)CN1N=NC(=C1)C1=CC=C(C=C1)S(=O)(=O)NCCO